1-(4-methoxyphenyl)bicyclo[1.1.1]Pentane-3-carboxylic acid COC1=CC=C(C=C1)C12CC(C1)(C2)C(=O)O